4-(4-([1,2,4]triazolo[1,5-a]pyridin-8-yl)phenyl)-N-(2-ethynylthiazol-4-yl)piperazine-1-carboxamide N=1C=NN2C1C(=CC=C2)C2=CC=C(C=C2)N2CCN(CC2)C(=O)NC=2N=C(SC2)C#C